ClC=1C=CC(=C(C1)C1=NN(C=C1NC(=O)C=1C=NN2C1N=CC=C2)CCNC(=O)C2CCC2)OC N-(3-(5-chloro-2-methoxyphenyl)-1-(2-(cyclobutanecarboxamido)eth-yl)-1H-pyrazol-4-yl)pyrazolo[1,5-a]pyrimidine-3-carboxamide